CN(C(=O)C=1C=NN2C1CN(CC2)C(=O)OC(C)(C)C)C2(CC2)C2=CC=C(C=N2)C(=O)O 6-(1-{N-methyl-5-[(tert-butoxy)carbonyl]-4H,5H,6H,7H-pyrazolo[1,5-a]pyrazine-3-amido}cyclopropyl)pyridine-3-carboxylic acid